3-[5-amino-2-[4-(trifluoromethyl)anilino]-3-pyridyl]-4H-1,2,4-oxadiazol-5-one NC=1C=C(C(=NC1)NC1=CC=C(C=C1)C(F)(F)F)C1=NOC(N1)=O